OC1=C(C(=C(C(=O)N2CC3=CC=CC(=C3C2)N(C(C=C)=O)C)C(=C1)O)OC)C N-[2-(4,6-dihydroxy-2-methoxy-3-methyl-benzoyl)isoindolin-4-yl]-N-methyl-prop-2-enamide